NC(C(=O)O)(CCCCB(O)O)C1CCN(CC1)CC1=CC=CC2=CC=CC=C12 2-amino-6-borono-2-(1-(naphthalen-1-ylmethyl)piperidin-4-yl)hexanoic acid